NC1=C(C2=C(C(N1C1=C3C=NNC3=CC=C1C)=O)C(=C(S2)Cl)C)C(=O)N (S)-6-amino-2-chloro-3-methyl-5-(5-methyl-1H-indazol-4-yl)-4-oxo-4,5-dihydrothieno[3,2-c]pyridine-7-carboxamide